4-(2-(((1H-Benzo[d]imidazol-2-yl)methyl)thio)-4-oxopteridin-3(4H)-yl)-N-methylbenzamide N1C(=NC2=C1C=CC=C2)CSC2=NC1=NC=CN=C1C(N2C2=CC=C(C(=O)NC)C=C2)=O